FC=1C=C(C=CC1F)N1CC(N(CC1)C(=O)C1=CC(NC2=CC=C(C=C12)C)=O)CN1CCOCC1 4-(4-(3,4-difluorophenyl)-2-(morpholinomethyl)piperazine-1-carbonyl)-6-methylquinolin-2(1H)-one